methyl 2-((1H-pyrrolo[2,3-b]pyridin-5-yl)oxy)-4-fluorobenzoate N1C=CC=2C1=NC=C(C2)OC2=C(C(=O)OC)C=CC(=C2)F